(2R,3R)-3-((1-(3-trifluoromethylphenyl)-1H-1,2,3-triazol-4-yl)-methoxy)-2-(2,4-difluorophenyl)-1-(1H-1,2,4-triazol-1-yl)butan-2-ol FC(C=1C=C(C=CC1)N1N=NC(=C1)CO[C@@H]([C@@](CN1N=CN=C1)(O)C1=C(C=C(C=C1)F)F)C)(F)F